ClC1=C(C=CC=C1)C1CN(C1)[C@@H]1[C@H](CCC1)OC=1C=C2CN(C(C2=CC1)=O)C12C(NC(C(C1)C2)=O)=O 1-(5-(((1S,2S)-2-(3-(2-chlorophenyl)azetidin-1-yl)cyclopentyl)oxy)-1-oxoisoindolin-2-yl)-3-azabicyclo[3.1.1]heptane-2,4-dione